N,N'-bis(3-trifluoromethyl-4-aminophenyl)-terephthalamide FC(C=1C=C(C=CC1N)NC(C1=CC=C(C(=O)NC2=CC(=C(C=C2)N)C(F)(F)F)C=C1)=O)(F)F